C1(=CC=CC=C1)C1=C(C(C(=O)[O-])=CC=C1)O.C1(=CC=CC=C1)C1=C(C(C(=O)[O-])=CC=C1)O.[Cu+2] Copper bis(3-phenylsalicylate)